(e)-3-methyl-4-(2,6,6-trimethylcyclohex-2-en-1-yl)but-3-en-2-one C/C(/C(C)=O)=C\C1C(=CCCC1(C)C)C